C(C)N(C(C1=C(C=CC(=C1)F)C1=C2C=NN(C2=CC(=C1)C1CN(C1)[C@H](CN1CCNCC1)C(C)C)C)=O)C(C)C N-ethyl-5-fluoro-2-(1-methyl-6-{1-[(2S)-3-methyl-1-(piperazin-1-yl)butan-2-yl]azetidin-3-yl}-1H-indazol-4-yl)-N-(isopropyl)benzamide